C(C)(=O)C1=CC(=C(C(=C1)[N+](=O)[O-])N[C@@H](CCCCNC(OC(C)(C)C)=O)C)C(N(C)C)=O tert-butyl (R)-(5-((4-acetyl-2-(dimethylcarbamoyl)-6-nitrophenyl)amino)hexyl)carbamate